C1(=CC=CC=C1)P(=O)(C1=CC=CC=C1)C=1C=C(C=CC1)C1=CC(=CC(=C1)C1=CC(=CC=C1)P(=O)(C1=CC=CC=C1)C1=CC=CC=C1)C1=CC(=CC=C1)P(=O)(C1=CC=CC=C1)C1=CC=CC=C1 1,3,5-tris[3-(diphenylphosphoryl)phenyl]benzene